2-(3-methyl-4-(2-(2-methylbiphenyl-3-yl)ethenyl)benzylamino)propionic acid CC=1C=C(CNC(C(=O)O)C)C=CC1C=CC=1C(=C(C=CC1)C1=CC=CC=C1)C